(1R,5S)-tert-butyl 3-(7-(8-chloro-3-(methoxy methoxy)naphthalen-1-yl)-8-fluoro-2-(methylthio)pyrido[4,3-d]pyrimidin-4-yl)-3,8-diazabicyclo[3.2.1]octane-8-carboxylate ClC=1C=CC=C2C=C(C=C(C12)C1=C(C=2N=C(N=C(C2C=N1)N1C[C@H]2CC[C@@H](C1)N2C(=O)OC(C)(C)C)SC)F)OCOC